3,3-dimethyl-7-{1-[(3S)-3-methylpiperidin-1-yl]ethyl}-1H,2H-pyrrolo[3,2-b]pyridine-5-carbonitrile CC1(CNC=2C1=NC(=CC2C(C)N2C[C@H](CCC2)C)C#N)C